O=C1NC(CCC1NC1=CC(=C(C=C1)C1CN(C1)C(=O)OC(C)(C)C)F)=O tert-butyl 3-(4-((2,6-dioxopiperidin-3-yl)amino)-2-fluorophenyl)azetidine-1-carboxylate